(racemic)-tert-butyl 4-(5-carbamoyl-4-((2-(methylsulfonyl)phenyl)amino)pyrimidin-2-yl)-3-methylpiperazine-1-carboxylate C(N)(=O)C=1C(=NC(=NC1)N1[C@@H](CN(CC1)C(=O)OC(C)(C)C)C)NC1=C(C=CC=C1)S(=O)(=O)C |r|